C1(=CC=CC=C1)C(\C=C\C1=CN(C2=CC=CC=C12)S(=O)(=O)C1=CC=C(C)C=C1)=O (E)-1-phenyl-3-(1-tosyl-1H-indol-3-yl)prop-2-en-1-one